C1(CCCCC1)C(C[SH2+])C1CCCCC1 dicyclohexylethyl-sulfonium